FC1([C@@](CC(CC1)=O)(C[N+](=O)[O-])C)F (S)-4,4-difluoro-3-methyl-3-(nitromethyl)cyclohexan-1-one